N[C@@H](CCC(OC(C)(C)C)=O)C(N[C@H](C(=O)N[C@@H](C)C(=O)O)C(C)C)=O N-[(7S,10S)-7-amino-2,2-dimethyl-4,8,11-trioxo-10-(prop-2-yl)-9-aza-3-oxaundec-11-yl]-L-alanine